CC1=CC2=C(C(OC(N2)=O)=O)C=C1 7-methyl-2H-3,1-benzoxazine-2,4(1H)-dione